C(CCCCCCCCCCCCCCCCCCCCC)N(CCCC)CCC behenylpropyl-butylamine